BrC1=C(C(=C(NC)C=C1Cl)[N+](=O)[O-])Cl 4-bromo-3,5-dichloro-N-methyl-2-nitro-aniline